4-((2-(azetidin-1-ylmethyl)benzyl)amino)-2,6-difluoro-N-(pyrimidin-4-yl)benzenesulfonamide N1(CCC1)CC1=C(CNC2=CC(=C(C(=C2)F)S(=O)(=O)NC2=NC=NC=C2)F)C=CC=C1